O1CCC=C1B1OC(C(O1)(C)C)(C)C 2-(2,3-Dihydrofuran-5-yl)-4,4,5,5-tetramethyl-1,3,2-dioxaborolane